C/C(/C=O)=C\C=1C=NN(C(C1)=O)C1OCCCC1 (E)-2-methyl-3-(6-oxo-1-tetrahydropyran-2-yl-pyridazin-4-yl)prop-2-enal